Cl.NCC1=CC=CC2=C1C(=C(O2)CN(C(C=C)=O)C)C N-((4-(aminomethyl)-3-methylbenzofuran-2-yl)methyl)-N-methylacrylamide hydrochloride